C1=CC(=CN=C1)/C=C/C(=O)C2=CC=NC=C2 The molecule is a member of the class of pyridines that is pyridine substituted by a 3-oxo-3-(pyridin-4-yl)prop-1-en-1-yl group at position 3. An inhibitor of PFKFB3 kinase, an enzyme with a key role in glycolysis. It has a role as an antineoplastic agent, an angiogenesis inhibitor, an autophagy inducer, an apoptosis inducer and an EC 2.7.1.105 (6-phosphofructo-2-kinase) inhibitor. It is a member of pyridines and an enone.